ClC=1C(=NC=C(N1)N1C(OCC1(C)C)=O)C(=O)OCC1=CC=CC=C1 benzyl 3-chloro-5-(4,4-dimethyl-2-oxooxazolidin-3-yl)pyrazine-2-carboxylate